C[C@H]1[C@H]([C@H]([C@@H]([C@@H](O1)O[C@@H]2[C@H](O[C@H]([C@@H]([C@H]2O[C@H]3[C@@H]([C@H]([C@H]([C@H](O3)CO)O)O[C@@]4(C[C@@H]([C@H]([C@@H](O4)[C@@H]([C@@H](CO)O)O)NC(=O)C)O)C(=O)O)O)NC(=O)C)O[C@H]5[C@H]([C@H](O[C@H]([C@@H]5O)O[C@@H]6[C@H](O[C@H]([C@@H]([C@H]6O[C@H]7[C@H]([C@@H]([C@@H]([C@@H](O7)C)O)O)O)NC(=O)C)O)CO)CO)O)CO)O)O)O The molecule is a branched amino heptasaccharide consisting of a linear sequence of N-acetyl-alpha-neuraminyl, beta-D-galactosyl, N-acetyl-beta-D-glucosaminyl, beta-D-galactosyl and N-acetyl-beta-D-glucosamine residues linked respectively (2->3), (1->3), (1->3) and (1->3), to each N-acetyl-beta-D-glucosamine residue of which is also linked an alpha-L-fucosyl residue, (1->4)-linked to the reducing-end residue and (1->3)-linked to the mid-chain one. It has a role as an epitope. It is an amino heptasaccharide and a glucosamine oligosaccharide.